N-(2,3-dioleoyloxy-1-propyl)trimethylammonium methyl-sulphate COS(=O)(=O)[O-].C(CCCCCCC\C=C/CCCCCCCC)(=O)OC(C[N+](C)(C)C)COC(CCCCCCC\C=C/CCCCCCCC)=O